benzyl 4-(3-(1-methoxyisoquinolin-3-yl)cyclopentyl)piperazine-1-carboxylate COC1=NC(=CC2=CC=CC=C12)C1CC(CC1)N1CCN(CC1)C(=O)OCC1=CC=CC=C1